COC(=O)N1C(C(CC1C)NS(=O)(=O)C)(C)C methylMethyl-5-methyl-3-(methylsulfonylamino)pyrrolidine-1-carboxylic acid methyl ester